C(C1=CC=CO1)NC1=C2N=CN(C2=NC=N1)[C@H]1[C@H](O)[C@H](O)[C@H](O1)CO 6-furfurylamino-9-β-D-ribofuranosylpurine